ethyl 4-(4-fluoro-2-isopropoxy-anilino)-5H-pyrrolo[3,2-d]pyrimidine-6-carboxylate FC1=CC(=C(NC=2C3=C(N=CN2)C=C(N3)C(=O)OCC)C=C1)OC(C)C